C=1N=CN2C1C1=CC=CC=C1[C@@H]2[C@@H]2[C@H](CN(CC2)C)O (3R,4R)-4-[(5S)-5H-imidazo[4,3-a]isoindol-5-yl]-1-methylpiperidin-3-ol